tert-butyl 4-(4-benzyloxycarbonylpiperazin-1-yl)-2-(3-morpholinopropoxy)-6,8-dihydro-5H-pyrido[3,4-d]pyrimidine-7-carboxylate C(C1=CC=CC=C1)OC(=O)N1CCN(CC1)C=1C2=C(N=C(N1)OCCCN1CCOCC1)CN(CC2)C(=O)OC(C)(C)C